(R)-(1,3-Dimethyl-azetidin-3-yl)-(4-isopropyl-phenyl)-{5-[5-(1-methyl-1-morpholin-4-yl-ethyl)-[1,2,4]oxadiazol-3-yl]-pyridin-3-yl}-methanol CN1CC(C1)(C)[C@@](O)(C=1C=NC=C(C1)C1=NOC(=N1)C(C)(N1CCOCC1)C)C1=CC=C(C=C1)C(C)C